OC1=CC=C(C=C1)N1C(N(CC1=O)C1=CC=CC=C1)=O (4'-hydroxyphenyl)phenylhydantoin